CN1CC(C=2C1=CN=C(C2)C(N)=N)(C)C 1,3,3-trimethyl-2,3-dihydro-1H-pyrrolo[2,3-c]pyridine-5-carboximidamide